2-(6'-oxo-1'-phenyl-1',6'-dihydro-[3,3'-bipyridine]-5'-yl)benzonitrile O=C1C(=CC(=CN1C1=CC=CC=C1)C=1C=NC=CC1)C1=C(C#N)C=CC=C1